4-(4-(azetidin-3-yl)phenyl)-7-(4-(trifluoromethyl)phenyl)-2-naphthoic acid N1CC(C1)C1=CC=C(C=C1)C1=CC(=CC2=CC(=CC=C12)C1=CC=C(C=C1)C(F)(F)F)C(=O)O